ClC1=C2C=CC=NC2=C(C=C1)OCC(=O)OC(CCCCC)C 1-methylhex-1-yl (5-chloro-8-quinolyloxy)acetate